CC1=CC=C(C=C1)S(=O)(=O)O[C@@H]1CC2(CN(C2)C(=O)OCC)CC1 ethyl (6S)-6-{[(4-methylphenyl) sulfonyl] oxy}-2-azaspiro[3.4]octane-2-carboxylate